BrC=1C=NN2C1C=CC(=C2)C 3-bromo-6-methylpyrazolo[1,5-a]pyridine